(Sa)-6-(1-((R) or (S)-1-([1,1'-Biphenyl]-4-yl)-ethyl)-1H-indazole-7-carboxamido)spiro[3.3]heptane-2-carboxylic acid C1(=CC=C(C=C1)[C@@H](C)N1N=CC2=CC=CC(=C12)C(=O)NC1CC2(CC(C2)C(=O)O)C1)C1=CC=CC=C1 |o1:6|